tert-Butyl (S)-2-((2-fluoro-4-methyl-5-((1-(7-vinylquinolin-5-yl)cyclopropyl)carbamoyl)phenoxy)methyl)azetidine-1-carboxylate FC1=C(OC[C@H]2N(CC2)C(=O)OC(C)(C)C)C=C(C(=C1)C)C(NC1(CC1)C1=C2C=CC=NC2=CC(=C1)C=C)=O